3-(4-((4-(6-aminopyridin-3-yl)piperazin-1-yl)methyl)-1-oxoisoindoline-2-yl)piperidine NC1=CC=C(C=N1)N1CCN(CC1)CC1=C2CN(C(C2=CC=C1)=O)C1CNCCC1